NC1=CN=CC(=N1)C=1N=C(C=2N(C1)C=CN2)NC2=CC=C(C=C2)N2CCN(CC2)C(COCCOCCNC2=C1C(N(C(C1=CC=C2)=O)C2C(NC(CC2)=O)=O)=O)=O 4-[2-[2-[2-[4-[4-[[6-(6-aminopyrazin-2-yl)imidazo[1,2-a]pyrazin-8-yl]amino]phenyl]piperazin-1-yl]-2-oxo-ethoxy]ethoxy]ethylamino]-2-(2,6-dioxo-3-piperidyl)isoindoline-1,3-dione